2-METHYL-3-METHOXYBENZOIC ACID CC1=C(C(=O)O)C=CC=C1OC